OC=1C(=CC2=CC(=C(C=C2C1)O)S(=O)(=O)O)S(=O)(=O)O 3,6-dihydroxy-2,7-naphthalenedisulfonic acid